N1(CCNCC1)C(=O)C=1C=CC=C2C=3CCN(CC3NC12)C(CC1=C(C=CC=C1)F)=O 8-piperazinecarbonyl-N-o-fluorophenylacetyl-1,3,4,9-tetrahydro-beta-carboline